C12CN(CC2C1)C1=C(C(=C(C=C1)CN1C=NC(=C1)C(=O)O)C)C#N 1-[(4-{3-Azabicyclo[3.1.0]hex-3-yl}-3-cyano-2-methylphenyl)methyl]-1H-imidazole-4-carboxylic acid